ClC=1C=CC(=C(C1)C(=O)N1CCC(CC1)CCCCNC(=O)C=1C=CC=2N(C1)C=CN2)OC N-(4-{1-[(5-chloro-2-methoxyphenyl)carbonyl]piperidin-4-yl}butyl)imidazo[1,2-a]pyridine-6-carboxamide